(4-Methyl-2-(3-phenylpropyl)oxazol-5-yl)-L-proline methyl ester COC([C@H]1N(CCC1)C1=C(N=C(O1)CCCC1=CC=CC=C1)C)=O